COC=1C=C(C=CC1)C1=CC=C(C=C1)C(\C=C\C=1C=C2N=CC=NC2=CC1)=O (E)-1-(3'-methoxy-[1,1'-biphenyl]-4-yl)-3-(quinoxalin-6-yl)prop-2-en-1-one